2-(5-amino-2-(furan-2-yl)-7H-pyrazolo[4,3-e][1,2,4]triazolo[1,5-c]pyrimidin-7-yl)-(cis)-N-(4-hydroxy-4-methylcyclohexyl)-2-phenylpropanamide NC1=NC2=C(C=3N1N=C(N3)C=3OC=CC3)C=NN2C(C(=O)NC2CCC(CC2)(C)O)(C)C2=CC=CC=C2